5-(6-chloro-5-(phenylsulfonylamino)pyridin-3-yl)nicotinic acid ClC1=C(C=C(C=N1)C=1C=NC=C(C(=O)O)C1)NS(=O)(=O)C1=CC=CC=C1